4-Ethynyl-3-methoxybenzoic acid C(#C)C1=C(C=C(C(=O)O)C=C1)OC